(R)-N-[(5S)-2-methoxyspiro[5,7-dihydro-cyclopenta[B]pyridin-6,4'-piperidin]-5-yl]-2-methyl-propane-2-sulfinamide COC1=CC=C2C(=N1)CC1(CCNCC1)[C@@H]2N[S@](=O)C(C)(C)C